COC1=CC=C(C=N1)C1=CN=C(N1)CN 1-[5-(6-methoxypyridin-3-yl)-1H-imidazol-2-yl]methanamine